3-(trifluoromethyl)-1H-pyrrol FC(C1=CNC=C1)(F)F